FC=1C=C2C(=CNC2=CC1F)NC(C(=O)NCC1=NC2=CC=CC=C2C=C1)=O N-(5,6-difluoro-1H-indol-3-yl)-N'-[(quinolin-2-yl)methyl]ethanediamide